FC1=CC(=C(C(=C1)C(C)C)NC(=O)N=S(=O)(N)C=1C(=NN(C1)C)C)C(C)C N'-((4-fluoro-2,6-diisopropylphenyl)carbamoyl)-1,3-dimethyl-1H-pyrazole-4-sulfonimidamide